N[C@H]1C2N(CC1CC2)C(=O)C2=CC1=C(C(=C(O1)C=1N(C3=CC(=CC=C3C1)C1=CC=C3CNC(C3=C1)=O)CC1CC1)C)C=C2 6-(2-(6-((7R)-7-Amino-2-azabicyclo[2.2.1]heptane-2-carbonyl)-3-methylbenzofuran-2-yl)-1-(cyclopropylmethyl)-1H-indol-6-yl)isoindolin-1-one